S(O)(O)(=O)=O.[Mg].[Ca] calcium magnesium sulfuric acid